C(C=C)[N+](CC1=CC=C(C=C1)C=C)(CC=C)CC=C triallyl(4-vinylbenzyl)ammonium